(S)-9-(5-Chloro-thiophen-2-ylmethyl)-2-((3S,5R)-3,5-dimethylmorpholin-4-yl)-8-trifluoromethyl-6,7,8,9-tetrahydro-pyrimido[1,2-a]-pyrimidin-4-one ClC1=CC=C(S1)CN1[C@@H](CCN2C1=NC(=CC2=O)N2[C@H](COC[C@H]2C)C)C(F)(F)F